FC(C[C@H](C(=O)NC1=NC=CC(=C1)C1=C(C=2N=CN=CC2N1)C1=NC=CC=C1)C1=CC=C(C=C1)F)F (2S)-4,4-difluoro-2-(4-fluorophenyl)-N-{4-[7-(pyridin-2-yl)-5H-pyrrolo[3,2-d]pyrimidin-6-yl]pyridin-2-yl}butanamide